CC1=C(C=CC(=C1F)Br)C(C(=O)N)C(C)(C)C (2-methyl-3-fluoro-4-bromophenyl)-3,3-dimethylbutyramide